trans-4-((3-(1-Cyclopropyl-1H-pyrazol-4-yl)phenyl)((trans-4-(6-(dimethylamino) pyridin-3-yl)cyclohexyl)methyl) carbamoyl)cyclohexyl methylcarbamate CNC(O[C@@H]1CC[C@H](CC1)C(N(C[C@@H]1CC[C@H](CC1)C=1C=NC(=CC1)N(C)C)C1=CC(=CC=C1)C=1C=NN(C1)C1CC1)=O)=O